CC1(C2(CC(CC1)C2)C)C trimethylbicyclo[3.1.1]heptan